Tert-butyl ((2-(2,6-dioxopiperidin-3-yl-5,5-d2)-1-oxoisoindolin-5-yl)methyl)carbamate O=C1NC(C(CC1N1C(C2=CC=C(C=C2C1)CNC(OC(C)(C)C)=O)=O)([2H])[2H])=O